N1(CCOCC1)CCCCC(=O)O 5-(morpholin-4-yl)pentanoic acid